(4-bromo-2-(1-hydroxyethyl)oxazol-5-yl)((R)-4-(pyrazolo[1,5-a]pyridin-2-yl)-6,7-dihydro-1H-imidazo[4,5-c]pyridin-5(4H)-yl)methanone BrC=1N=C(OC1C(=O)N1[C@H](C2=C(CC1)NC=N2)C2=NN1C(C=CC=C1)=C2)C(C)O